tert-butyl (3R)-3-[[4-[[2-(methoxymethyl)-6-nitrophenyl]methoxy]phenoxy]methyl]pyrrolidine-1-carboxylate COCC1=C(C(=CC=C1)[N+](=O)[O-])COC1=CC=C(OC[C@H]2CN(CC2)C(=O)OC(C)(C)C)C=C1